ClC=1SC2=C(N1)NC(=C2)C(=O)O 2-chloro-4H-pyrrolo[2,3-d]thiazole-5-carboxylic acid